5-[1-fluoro-7-(2-fluoroethoxy)-3-hydroxynaphthalen-2-yl]-1λ6,2,5-thiadiazolidine-1,1,3-trione FC1=C(C(=CC2=CC=C(C=C12)OCCF)O)N1CC(NS1(=O)=O)=O